5-Bromo-3-chloro-N-(5-chloro-2-hydroxy-3-(N-(2-(4-methylpiperazin-1-yl)ethyl)sulfamoyl)phenyl)-2-hydroxybenzenesulfonamide BrC=1C=C(C(=C(C1)S(=O)(=O)NC1=C(C(=CC(=C1)Cl)S(NCCN1CCN(CC1)C)(=O)=O)O)O)Cl